5-((acetoxymethyl)amino)-5-oxopentanoate C(C)(=O)OCNC(CCCC(=O)[O-])=O